2,3-diisopropylbutanedioic acid dibutyl ester C(CCC)OC(C(C(C(=O)OCCCC)C(C)C)C(C)C)=O